4-({[5-(3-Chloro-4-methoxyphenyl)-1,3-oxazol-2-yl]methyl}sulfanyl)-6-ethyl-1,3,5-triazin-2-amin ClC=1C=C(C=CC1OC)C1=CN=C(O1)CSC1=NC(=NC(=N1)CC)N